N-(4-methyl-3-(2-((6-methylpyridin-3-yl)amino)-8,9-dihydroimidazo[1',2':1,6]pyrido[2,3-d]pyrimidin-6-yl)phenyl)-4-(trifluoromethyl)pyridineamide CC1=C(C=C(C=C1)NC(=O)C1=NC=CC(=C1)C(F)(F)F)C1=CC2=C(N=C(N=C2)NC=2C=NC(=CC2)C)N2C1=NCC2